7-Benzyl-3-oxo-1,3,5,6,7,8-hexahydro-2,4,7-triaza-cyclopenta[b]naphthalene-2-carboxylic acid tert-butyl ester C(C)(C)(C)OC(=O)N1C(C=2C(=CC=3CN(CCC3N2)CC2=CC=CC=C2)C1)=O